FC1=C(NC=2C3=C(N=CN2)C=CC(=N3)N3CCN(CC3)C(=O)OC(C)(C)C)C=CC(=C1)OC1=CC=CC=C1 tert-butyl 4-[4-(2-fluoro-4-phenoxy-anilino)pyrido[3,2-d]pyrimidin-6-yl]piperazine-1-carboxylate